NC(C#N)C1(CC1)C1=CC(=C(C=C1)Br)F 2-amino-2-[1-(4-bromo-3-fluorophenyl)cyclopropyl]acetonitrile